2-((4-(methylsulfinyl)phenyl)amino)-N-(4-phenylpyridin-3-yl)pyrimidine-4-carboxamide CS(=O)C1=CC=C(C=C1)NC1=NC=CC(=N1)C(=O)NC=1C=NC=CC1C1=CC=CC=C1